C(C=C)(=O)N(NC([C@H](CC(C)C)NC([C@H]([C@@H](C)OC(C)(C)C)NC(OCC1=CC=CC=C1)=O)=O)=O)CCC(=O)N benzyl ((2S,3R)-1-(((S)-1-(2-acryloyl-2-(3-amino-3-oxopropyl)hydrazineyl)-4-methyl-1-oxopentan-2-yl)amino)-3-(tert-butoxy)-1-oxobutan-2-yl)carbamate